[Ni].[Mn].[Sn].C(C1=CC=CC=C1)OC=1C(=C(C=CC1)C(C)=O)F 1-(3-(benzyloxy)-2-fluorophenyl)ethan-1-one Tin manganese nickel